ClC1=NC=CC=C1CN1CC2(C1)CC(C2)NC(=O)N2[C@@H](CN(C[C@@H]2C)C2=NC=C(C=N2)C(F)(F)F)C (2R,6S)-N-{2-[(2-chloropyridin-3-yl)methyl]-2-azaspiro[3.3]heptan-6-yl}-2,6-dimethyl-4-[5-(trifluoromethyl)pyrimidin-2-yl]piperazine-1-carboxamide